2-(4-(difluoromethoxy)phenyl)-6-(r-isobutyl-[1,4'-bipiperidin]-4-yl)-4-methyl-1H-benzo[d]imidazole FC(OC1=CC=C(C=C1)C1=NC2=C(N1)C=C(C=C2C)C2C[C@H](N(CC2)C2CCNCC2)CC(C)C)F